Tricyclo[4.3.1.13,8]undecane C12CC3CCC(CC(C1)C3)C2